2-oxoacetamidocarboxylic acid tert-butyl ester C(C)(C)(C)OC(=O)NC(C=O)=O